3-methyl-6,7-dihydro-5H-pyrrolo[3,4-b]pyridin-5-one CC=1C=C2C(=NC1)CNC2=O